FC=1C(=C(C=CC1F)[C@H]1[C@H](O[C@@H]([C@H]1C)C)C(=O)NC1=CC(=NC=C1)C(=O)N)OC (2S,3S,4S,5R)-4-[[3-(3,4-difluoro-2-methoxy-phenyl)-4,5-dimethyl-tetrahydrofuran-2-carbonyl]amino]pyridine-2-carboxamide